4-[3-(2,5-dichloropyrimidin-4-yl)-1H-indol-7-yl]thiomorpholine ClC1=NC=C(C(=N1)C1=CNC2=C(C=CC=C12)N1CCSCC1)Cl